BrC1=C(CSC)C=C(C=C1)[N+](=O)[O-] (2-bromo-5-nitrobenzyl)(methyl)sulfane